Cl.CN(C)C1=CC=NC=C1 4-(N,N-Dimethylamino)pyridine hydrochloride